cyclopropyl-(2-(difluoromethoxy)-5-fluoro-3-(3-methyl-4-(methylsulfonyl)phenyl)pyridin-4-yl)methanone C1(CC1)C(=O)C1=C(C(=NC=C1F)OC(F)F)C1=CC(=C(C=C1)S(=O)(=O)C)C